ClC(OC1=CC=C(C=C1)NC(=O)C1=CN(C(C=C1)=O)C1=C(C(=CC=C1)F)F)(F)F N-[4-(Chlorodifluoro-methoxy)phenyl]-1-(2,3-difluorophenyl)-6-oxo-1,6-dihydropyridine-3-carboxamide